C1(=CC=CC=C1)S(=O)C1=NC2=CC=CC=C2C=C1 (phenylsulfinyl)quinolin